4-chloro-3-fluoro-2-([[3-methyl-1-(oxan-2-yl)pyrazolo[3,4-b]pyridin-5-yl]oxy]methyl)pyridine ClC1=C(C(=NC=C1)COC=1C=C2C(=NC1)N(N=C2C)C2OCCCC2)F